dimethyl-(octenyl)amine CN(C=CCCCCCC)C